3-(p-fluorophenyl)-5-aminomethylisoxazole FC1=CC=C(C=C1)C1=NOC(=C1)CN